8-[(1R)-1-aminoethyl]-3-(difluoromethyl)-6-methyl-2-tetrahydropyran-4-yl-quinazolin-4-one N[C@H](C)C=1C=C(C=C2C(N(C(=NC12)C1CCOCC1)C(F)F)=O)C